2,2,21,21-tetramethyl-4,19-dioxo-9,14-ditetradecyl-3,20-dioxa-5,9,14,18-tetraazadocosane-7,16-diyl dimethanesulfonate CS(=O)(=O)OC(CNC(OC(C)(C)C)=O)CN(CCCCN(CC(CNC(OC(C)(C)C)=O)OS(=O)(=O)C)CCCCCCCCCCCCCC)CCCCCCCCCCCCCC